C(=O)(O)CCOS(=O)(=O)C Carboxyethylmethylsulfonate